C(C)(=O)N1CCN(CC1)C1=CC=C(C=C1)C=1OC2=C(C=C(C=C2C(C1)=O)C)[C@@H](C)NC1=C(C(=O)O)C=CC=C1 (R)-2-((1-(2-(4-(4-acetylpiperazin-1-yl)phenyl)-6-methyl-4-oxo-4H-chromen-8-yl)ethyl)amino)benzoic acid